(1s,4s)-4-(8-(2,6-dichloro-4-cyanophenylamino)-2-(isopropylamino)-9H-purin-9-yl)cyclohexanecarboxamide ClC1=C(C(=CC(=C1)C#N)Cl)NC=1N(C2=NC(=NC=C2N1)NC(C)C)C1CCC(CC1)C(=O)N